(R)-N-(4-((2,2-difluoroethyl)amino)butan-2-yl)-5-(4-(trifluoromethyl)phenoxy)-2-naphthamide FC(CNCC[C@@H](C)NC(=O)C1=CC2=CC=CC(=C2C=C1)OC1=CC=C(C=C1)C(F)(F)F)F